2-((5-(diethylamino)pentan-2-yl)amino)-N-(6-fluoroquinolin-8-yl)thiazole-4-carboxamide C(C)N(CCCC(C)NC=1SC=C(N1)C(=O)NC=1C=C(C=C2C=CC=NC12)F)CC